C(C)(C)N1CCN(CC1)CC=1C=CC(=NC1)N (5-((4-isopropylpiperazin-1-yl)methyl)pyridin-2-yl)amine